N-(3-chloro-5-(4-chlorophenoxy)phenyl)-5-(((trifluoromethyl)sulfonyl)methyl)benzo[b]thiophene-2-carboxamide ClC=1C=C(C=C(C1)OC1=CC=C(C=C1)Cl)NC(=O)C1=CC2=C(S1)C=CC(=C2)CS(=O)(=O)C(F)(F)F